2-(2-fluoro-3-phenylbut-2-en-1-yl)isoindoline-1,3-dione FC(CN1C(C2=CC=CC=C2C1=O)=O)=C(C)C1=CC=CC=C1